3-(((R)-7-((2S,4R)-2-(2,4-Difluorophenyl)-4-(methylamino)piperidine-1-carbonyl)-7-azaspiro[4.5]decan-10-yl)methyl)-6-(2-methoxyphenyl)pyrimidin-4(3H)-one FC1=C(C=CC(=C1)F)[C@H]1N(CC[C@H](C1)NC)C(=O)N1CC2(CCCC2)[C@@H](CC1)CN1C=NC(=CC1=O)C1=C(C=CC=C1)OC